octadecane-4,15-diol CCCC(CCCCCCCCCCC(CCC)O)O